tert-butyl (2-(3,4-dichlorophenyl)-2-(4-(5-morpholino-1H-pyrrolo[2,3-b]pyridin-3-yl)-2-oxopyridin-1(2H)-yl)ethyl)(methyl)carbamate ClC=1C=C(C=CC1Cl)C(CN(C(OC(C)(C)C)=O)C)N1C(C=C(C=C1)C1=CNC2=NC=C(C=C21)N2CCOCC2)=O